4-amino-7-morpholinobenzo[d][1,3]dioxole-5-carboxylic acid NC1=C(C=C(C=2OCOC21)N2CCOCC2)C(=O)O